2,4-diethyl-2,3,4,6,7,8-hexahydro-5H-chromen-5-one C(C)C1OC=2CCCC(C2C(C1)CC)=O